3-fluoro-N-methyl-5-trifluoromethylaniline FC=1C=C(NC)C=C(C1)C(F)(F)F